2-((2S)-1-acryloyl-4-(5-(5-chloro-1H-indazol-4-yl)-3,4-dihydro-2H-pyrano[2,3-f]quinazolin-10-yl)piperazin-2-yl)acetonitrile C(C=C)(=O)N1[C@H](CN(CC1)C1=NC=NC2=CC(=C3C(=C12)OCCC3)C3=C1C=NNC1=CC=C3Cl)CC#N